3-methoxybenzene-1-sulfonyl chloride COC=1C=C(C=CC1)S(=O)(=O)Cl